S1C=NC=C1C1CC(C1)C(=O)O (1s,3s)-3-(thiazol-5-yl)cyclobutane-1-carboxylic acid